((1S,2R)-2-fluorocyclopropyl)(3-(2-(4-methylmorpholin-2-yl)-3H-imidazo[4,5-b]pyridin-7-yl)-3,8-diazabicyclo[3.2.1]octan-8-yl)methanone F[C@H]1[C@@H](C1)C(=O)N1C2CN(CC1CC2)C2=C1C(=NC=C2)NC(=N1)C1CN(CCO1)C